C(C)(=O)N[C@H]1CC(=O)OC1=O |r| N-acetyl-DL-aspartic anhydride